The molecule is a methyl-branched fatty acid that is triacontanoic acid (melissic acid) substituted by a methyl group at position 28. It is a branched-chain saturated fatty acid, a methyl-branched fatty acid and an ultra-long-chain fatty acid. It derives from a triacontanoic acid. CCC(C)CCCCCCCCCCCCCCCCCCCCCCCCCCC(=O)O